tert-Butyl 4-(6-(4-fluorophenyl)-1-oxoisoindolin-5-yl)-3,6-dihydropyridine-1(2H)-carboxylate FC1=CC=C(C=C1)C1=C(C=C2CNC(C2=C1)=O)C=1CCN(CC1)C(=O)OC(C)(C)C